7-fluoro-2-((4S)-2-methyl-4-((6-oxo-5-(trifluoromethyl)-1,6-dihydropyridazin-4-yl)amino)pentyl)-6-(5-(trifluoromethyl)pyrimidin-2-yl)isoquinolin-1(2H)-one FC1=C(C=C2C=CN(C(C2=C1)=O)CC(C[C@H](C)NC=1C=NNC(C1C(F)(F)F)=O)C)C1=NC=C(C=N1)C(F)(F)F